4-(4-((2,2-dimethylcyclopropyl)amino)piperidin-1-yl)-N-(8-fluoro-2-methylimidazo[1,2-a]pyridin-6-yl)-2-methyl-2H-indazole-7-carboxamide CC1(C(C1)NC1CCN(CC1)C=1C2=CN(N=C2C(=CC1)C(=O)NC=1C=C(C=2N(C1)C=C(N2)C)F)C)C